4-chloro-N-(3-methyl-5-(phenylethynyl)pyridin-2-yl)-1-(4,5,6,7-tetrahydropyrazolo[1,5-a]pyridin-5-yl)-1H-pyrazole-5-carboxamide ClC=1C=NN(C1C(=O)NC1=NC=C(C=C1C)C#CC1=CC=CC=C1)C1CC=2N(CC1)N=CC2